(R)-10-((((9H-fluoren-9-yl)methoxy)carbonyl)amino)-12-(2-(2-((tert-butoxycarbonyl)amino)-6-oxo-1,6-dihydro-9H-purin-9-yl)acetyl)-2,5,8-trioxa-12-azatetradecan-14-oic acid C1=CC=CC=2C3=CC=CC=C3C(C12)COC(=O)N[C@@H](COCCOCCOC)CN(CC(=O)O)C(CN1C=2N=C(NC(C2N=C1)=O)NC(=O)OC(C)(C)C)=O